Methyl (1R,2S,5S)-3-((S)-3,3-dimethyl-2-((2,2,2-trifluoroethyl)sulfonamido)butanoyl)-6,6-dimethyl-3-azabicyclo[3.1.0]hexane-2-carboxylate CC([C@@H](C(=O)N1[C@@H]([C@H]2C([C@H]2C1)(C)C)C(=O)OC)NS(=O)(=O)CC(F)(F)F)(C)C